N1(CCCCC1)C1=CC=[N+](C=C1)S(=O)(=O)C(F)(F)F 4-(piperidin-1-yl)-1-trifluoromethanesulfonylpyridin-1-ium